6-(3-(4-amino-2-hydroxy-3-nitrophenyl)-3-oxoprop-1-en-1-yl)nicotinonitrile NC1=C(C(=C(C=C1)C(C=CC1=NC=C(C#N)C=C1)=O)O)[N+](=O)[O-]